Ethyl 3-((4-carbamoylphenoxy)methyl)-4-chloro-5-fluorobenzo[b]thiophene-2-carboxylate C(N)(=O)C1=CC=C(OCC=2C3=C(SC2C(=O)OCC)C=CC(=C3Cl)F)C=C1